[2,4-difluoro-3-[(1-[[2-(trimethylsilyl)ethoxy]methyl]pyrazolo[3,4-b]pyridin-5-yl)methoxy]phenyl]-2-methoxypyridine-3-sulfonamide FC1=C(C=CC(=C1OCC=1C=C2C(=NC1)N(N=C2)COCC[Si](C)(C)C)F)C2=C(C(=NC=C2)OC)S(=O)(=O)N